3,3-bis(2-methyl-1-octyl-1H-indol-3-yl)phthalide CC=1N(C2=CC=CC=C2C1C1(OC(=O)C2=CC=CC=C12)C1=C(N(C2=CC=CC=C12)CCCCCCCC)C)CCCCCCCC